O=C1N(C=2C(=NC=CC2)N1[C@@H]1CN(CC1)CC=1C=C(C(=O)OC)C=CN1)C1=CC=CC=C1 Methyl (S)-2-((3-(2-oxo-1-phenyl-1,2-dihydro-3H-imidazo[4,5-b]pyridin-3-yl)pyrrolidin-1-yl)methyl)isonicotinate